(E)-3-(phenylsulfonyl)-1-(3-methylphenyl)-2-propen-1-one C1(=CC=CC=C1)S(=O)(=O)/C=C/C(=O)C1=CC(=CC=C1)C